BrC1=CC(=C(C=C1)OC)F 4-bromo-2-fluoroanisole